4-ethynylnaphthalen-2-ol C(#C)C1=CC(=CC2=CC=CC=C12)O